BOC-tryptophan C(=O)(OC(C)(C)C)N[C@@H](CC1=CNC2=CC=CC=C12)C(=O)O